1-(tetrahydro-2H-pyran-2-yl)-5-(4,4,5,5-tetramethyl-1,3,2-dioxaborolan-2-yl)-1H-benzo[d][1,2,3]triazole O1C(CCCC1)N1N=NC2=C1C=CC(=C2)B2OC(C(O2)(C)C)(C)C